[Si](C)(C)(C(C)(C)C)OCCC[C@@]1(C[C@H](CCC1)C1=CC=C(C=C1)C(=O)OC)C(=O)O cis-1-(3-((tert-butyldimethylsilyl)oxy)propyl)-3-(4-(methoxycarbonyl)phenyl)cyclohexane-1-carboxylic acid